N-((1r,4r)-4-methoxycyclohexyl)-4-methyl-6-(1-methyl-1H-imidazol-5-yl)picolinamide COC1CCC(CC1)NC(C1=NC(=CC(=C1)C)C1=CN=CN1C)=O